trifluoromethyl-pyridin FC(F)(F)C1=NC=CC=C1